4-(carboxyl)biphenyl C(=O)(O)C1=CC=C(C=C1)C1=CC=CC=C1